terephthalic acid bis(3,5-dimethyl-4-nitryloxyphenyl) ester CC=1C=C(C=C(C1O[N+](=O)[O-])C)OC(C1=CC=C(C(=O)OC2=CC(=C(C(=C2)C)O[N+](=O)[O-])C)C=C1)=O